N-(1-cyclopropyl-2-oxo-3-pyridyl)-7-isopropoxy-2-(1-methyl-2-oxabicyclo[2.1.1]hexan-4-yl)imidazo[1,2-a]pyridine-6-carboxamide C1(CC1)N1C(C(=CC=C1)NC(=O)C=1C(=CC=2N(C1)C=C(N2)C21COC(C2)(C1)C)OC(C)C)=O